6-chloro-7-(5,6-dimethyl-1-(tetrahydro-2H-pyran-2-yl)-1H-indazol-4-yl)-8-fluoro-2-((hexahydro-1H-pyrrolizin-7a-yl)methoxy)-4-(2,2,2-trifluoroethoxy)quinazoline ClC=1C=C2C(=NC(=NC2=C(C1C1=C2C=NN(C2=CC(=C1C)C)C1OCCCC1)F)OCC12CCCN2CCC1)OCC(F)(F)F